C1=CC=C2C(=C1)N=C(S2)SNCCOCCNSC3=NC4=CC=CC=C4S3 N-oxydiethylene-2-benzothiazolylsulfenamide